FC=1C(=C(C=C(C1)C1(CCCCC1)OC)C(C(=O)O)N1C[C@@H](CC1)N(CCCCCC1=NC=2NCCCC2C=C1)C)OC 2-(3-fluoro-2-methoxy-5-(1-methoxycyclohexyl)phenyl)-2-((R)-3-(methyl(5-(5,6,7,8-tetrahydro-1,8-naphthyridin-2-yl)pentyl)amino)pyrrolidin-1-yl)acetic acid